C(C)(C)N(C1=CC2=C(C(=N1)COC(NC)=O)CN(C2=O)C2=NC(=CC=C2)C2=NN=CN2C2CCC(CC2)=O)C ((6-(isopropyl(methyl)amino)-1-oxo-2-(6-(4-(4-oxocyclohexyl)-4H-1,2,4-triazole-3-yl)pyridin-2-yl)-2,3-dihydro-1H-pyrrolo[3,4-c]pyridin-4-yl)methyl)(methyl)carbamate